2-amino-N-(4-hydroxybicyclo[2.2.2]oct-1-yl)-5-(4-((1S,5R)-3-(tetrahydro-2H-pyran-4-yl)-3-azabicyclo[3.1.0]hex-1-yl)phenyl)nicotinamide NC1=C(C(=O)NC23CCC(CC2)(CC3)O)C=C(C=N1)C1=CC=C(C=C1)[C@]13CN(C[C@@H]3C1)C1CCOCC1